Sebacic acid bis(1-octyloxy-2,2,6,6-tetramethylpiperidine-4-yl) ester C(CCCCCCC)ON1C(CC(CC1(C)C)OC(CCCCCCCCC(=O)OC1CC(N(C(C1)(C)C)OCCCCCCCC)(C)C)=O)(C)C